3-(2-bromopyridin-4-yl)-2-oxopropionic acid BrC1=NC=CC(=C1)CC(C(=O)O)=O